NC1=C(C=C(N=N1)C1=C(C=CC=C1)O)N1CC2CCC(C1)N2C2=CC(=NC=C2)C#CCN2CC1(CCOC1)CC2 2-[6-amino-5-[8-[2-[3-(2-oxa-7-azaspiro[4.4]nonan-7-yl)prop-1-ynyl]-4-pyridyl]-3,8-diazabicyclo[3.2.1]octan-3-yl]pyridazin-3-yl]phenol